(2S,4R,4aR)-8-(4-ethyloxazol-2-yl)-9,10-difluoro-2,4-dimethyl-2,4,4a,6-tetrahydro-1H,1'H-spiro[[1,4]oxazino[4,3-a]quinoline-5,5'-pyrimidine]-2',4',6'(3'H)-trione C(C)C=1N=C(OC1)C=1C=C2CC3(C(NC(NC3=O)=O)=O)[C@H]3N(C2=C(C1F)F)C[C@@H](O[C@@H]3C)C